4-amino-1-[(2R,3S,4R,5R)-5-(aminomethyl)-3-fluoro-4-hydroxy-5-(hydroxymethyl)oxolan-2-yl]-5-fluoropyrimidin-2-one NC1=NC(N(C=C1F)[C@@H]1O[C@@]([C@H]([C@@H]1F)O)(CO)CN)=O